N1(N=CC=C1)OB(O)O (1H-pyrazol-1-yl)boric acid